NC=1C=NC=C(C1C1=CC(=C(C(=O)NC=2C=C(C(=NC2)C(=O)NCC)Cl)C=C1F)Cl)C#C 5-(4-(3-amino-5-ethynylpyridin-4-yl)-2-chloro-5-fluorobenzamido)-3-chloro-N-ethylpyridinamide